NC1=C2C(=NC=N1)N(N=C2C2=CC=C(C=C2)OC2=CC=CC=C2)C2CCN(CC2)C(CCCCCCSC2=C1CN(C(C1=CC=C2)=O)C2C(NC(CC2)=O)=O)=O 3-(4-((7-(4-(4-amino-3-(4-phenoxyphenyl)-1H-pyrazolo[3,4-d]pyrimidin-1-yl)piperidine-1-yl)-7-oxoheptyl)thio)-1-oxoisoindolin-2-yl)piperidine-2,6-dione